cobalt-lanthanum manganate [Mn](=O)(=O)([O-])[O-].[La+3].[Co+2]